(R)-4-((2-(3-Aminopiperidin-1-yl)-1H-benzo[d]imidazol-1-yl)methyl)-3-fluorobenzonitril N[C@H]1CN(CCC1)C1=NC2=C(N1CC1=C(C=C(C#N)C=C1)F)C=CC=C2